CC1(OB(OC1(C)C)C1=CC=C(C=C1)C=1NC=CN1)C 2-[4-(4,4,5,5-tetramethyl-1,3,2-dioxaborolan-2-yl)phenyl]-1H-imidazole